NCC1(CCN(CC1)C(=O)OCCCC)O butyl 4-(aminomethyl)-4-hydroxypiperidine-1-carboxylate